BrC=1C=C(C=NC1C)[C@@H](C)N[S@](=O)C(C)(C)C (R)-N-((R)-1-(5-bromo-6-methylpyridin-3-yl)ethyl)-2-methylpropan-2-sulfinamide